3-{5-chloro-1-[(trifluoromethyl)sulfanyl]indolizin-2-yl}prop-2-yn-1-ol ClC=1N2C=C(C(=C2C=CC1)SC(F)(F)F)C#CCO